C(C)(C)(C)OC(=O)N1N=C(C=2N=C(N=CC21)C2=C(C=C1CCN(CC1=C2C)C(=O)OC(C)(C)C)F)I tert-Butyl 7-(1-(tert-butoxycarbonyl)-3-iodo-1H-pyrazolo[4,3-d]pyrimidin-5-yl)-6-fluoro-8-methyl-3,4-dihydroisoquinoline-2(1H)-carboxylate